2-ethyl-4-oxo-2,4,5,6-tetrahydrocyclopenta[c]pyrrole-1-carboxylic acid C(C)N1C(=C2C(=C1)C(CC2)=O)C(=O)O